C(C)NC(=O)NC1=NC=CC(=C1)CN1CCN(CC1)C=1C(=NC(=CC1)N1N=CC=C1)C 1-ethyl-3-(4-((4-(2-methyl-6-(1H-pyrazol-1-yl)pyridin-3-yl)piperazin-1-yl)methyl)pyridin-2-yl)urea